COC[C@H](C)NCC=1C=C(C=2N(C(C(=CN2)C2=CC(=CC=C2)C2(CC(C2)C)C2=NN=CN2C)=O)C1)C(F)(F)F cis-7-((((S)-1-methoxypropane-2-yl)amino)methyl)-3-(3-(3-methyl-1-(4-methyl-4H-1,2,4-triazol-3-yl)cyclobutyl)phenyl)-9-(trifluoromethyl)-4H-pyrido[1,2-a]pyrimidin-4-one